CC(C)(C)S(=O)N=CC=1OC=CN1 2-methyl-N-(oxazol-2-ylmethylene)propane-2-sulfinamide